C(CCCC)SC1=CC=C(C=C1)F 4-fluorophenyl (pentyl) sulfide